[Cl-].C12=CC=C(N1)C=C1C=CC(=N1)C=C1C=CC(N1)=CC=1C=CC(N1)=C2 porphyrine chloride